(-)-(trans)-5,7-dihydroxy-2-(4-hydroxyphenyl)-3-methoxychroman-4-one OC1=C2C([C@H]([C@@H](OC2=CC(=C1)O)C1=CC=C(C=C1)O)OC)=O